tert-butyl (8-(2-(2,6-dioxopiperidin-3-yl)-1-oxoisoindolin-4-yl)oct-7-yn-1-yl)carbamate O=C1NC(CCC1N1C(C2=CC=CC(=C2C1)C#CCCCCCCNC(OC(C)(C)C)=O)=O)=O